FC1=C(C(=CC(=C1)C=O)F)C1=CC=C(C=C1)C(C(F)(F)F)(C(F)(F)F)O 2,6-difluoro-4'-(1,1,1,3,3,3-hexafluoro-2-hydroxypropan-2-yl)-[1,1'-biphenyl]-4-Formaldehyde